N[C@H](CCC)C(=O)N[C@@H](CC1=CC=C(C=C1)O)C(=O)O N-D-norvalyl-L-tyrosine